C(C)(C)(C)OC(=O)NCCCOCCN(C1=CC(=C(C=C1)F)Cl)C1=CC=NC2=CC=C(C=C12)C=1C=C(N(N1)C)C(=O)OC methyl 5-[4-[N-[2-[3-(tert-butoxycarbonylamino)propoxy]ethyl]-3-chloro-4-fluoro-anilino]-6-quinolyl]-2-methyl-pyrazole-3-carboxylate